O=C1NC(CCC1N1C(C2=CC(=CC(=C2C1=O)F)N1CCNCC1)=O)=O 2-(2,6-Dioxopiperidin-3-yl)-4-fluoro-6-(piperazin-1-yl)-2,3-dihydro-1H-isoindole-1,3-dione